tropanecarboxylate [C@@]12(CCC[C@H](CC1)N2C)C(=O)[O-]